CC1=CC=C(C=C1)S(=O)(=O)[O-].CC1=CC=C(C=C1)S(=O)(=O)[O-].[Zn+2] zinc bis(p-toluenesulfonate)